2-isopropyl-6-(methylthio)-1H-pyrazolo[3,4-d]pyrimidin-3(2H)-one C(C)(C)N1NC2=NC(=NC=C2C1=O)SC